4-[4-methoxy-3-[[4-[3-(2-oxo-1-piperidyl)propylamino]-5-(trifluoromethyl)pyrimidin-2-yl]amino]phenyl]piperazine COC1=C(C=C(C=C1)N1CCNCC1)NC1=NC=C(C(=N1)NCCCN1C(CCCC1)=O)C(F)(F)F